F[C@@H]1CN(C[C@H](C1)NC1=NC=2N(C(C(=NC2C=N1)C1=CC(=C(C=C1)NS(=O)(=O)CCC(F)(F)F)F)=O)C(C)C)C(=O)OC(C)(C)C tert-butyl (3S,5S)-3-fluoro-5-[[6-[3-fluoro-4-(3,3,3-trifluoropropylsulfonylamino)phenyl]-8-isopropyl-7-oxo-pteridin-2-yl]amino]piperidine-1-carboxylate